C(=C)[C@H]1C[C@@H](CCC1)S(=O)(=O)N (1R,3R)-3-VINYLCYCLOHEXANE-1-SULFONAMIDE